ClC=1C(=C(C=CC1)C=C1CCN(CC1)C(=O)OC(C)(C)C)C1CC1 tert-butyl 4-[(3-chloro-2-cyclopropyl-phenyl)methylene]piperidine-1-carboxylate